CN1CCN(CC1)C1=C2C=C(N(C2=CC=C1)CC=1SC=CC1)C(F)(F)F 4-(4-Methylpiperazin-1-Yl)-1-(Thiophen-2-Ylmethyl)-2-(Trifluoromethyl)-1H-Indole